C(C)(C)(C)OC(N(CC1=CC(=C(C=C1)C1=CC=CC=C1)Cl)CCCOCCCNC1=NC2=C(C3=CN=CC=C13)C=CC(=C2)C(N)=O)=O tert-Butyl(3-(3-((8-carbamoylbenzo[c][2,6]naphthyridin-5-yl)amino)propoxy)propyl)((2-chloro-[1,1'-biphenyl]-4-yl)methyl)carbamate